2,2-difluoro-2-(3-methylpyridin-2-yl)acetic acid FC(C(=O)O)(C1=NC=CC=C1C)F